galactaric acid calcium salt [Ca+2].O=C([C@H](O)[C@@H](O)[C@@H](O)[C@H](O)C(=O)[O-])[O-]